3-nitro-5-chloro-trifluorotoluene [N+](=O)([O-])C=1C=C(C(F)(F)F)C=C(C1)Cl